tert-butyl N-[(1S)-1-(cyclohexylmethyl)-2-[4-(3-methylimidazol-4-yl)anilino]-2-oxo-ethyl]carbamate C1(CCCCC1)C[C@@H](C(=O)NC1=CC=C(C=C1)C=1N(C=NC1)C)NC(OC(C)(C)C)=O